N-[(1R,3S)-3-[(7R)-7-(2-methoxypyrimidin-5-yl)-5,6,7,8-tetrahydro-[1,2,4]triazolo[4,3-a]pyridin-3-yl]cyclohexyl]-4-(oxetan-3-yloxy)-5-(trifluoromethyl)pyrimidin-2-amine COC1=NC=C(C=N1)[C@H]1CC=2N(CC1)C(=NN2)[C@@H]2C[C@@H](CCC2)NC2=NC=C(C(=N2)OC2COC2)C(F)(F)F